CS(=O)(=O)C=1N=C(C2=C(N1)C[C@@]1(OC2)CCCC2=CC=C(C=C21)NC(OC(C)(C)C)=O)N2CCOCC2 tert-Butyl (S)-(2'-(methylsulfonyl)-4'-morpholino-3,4,5',8'-tetrahydro-2H-spiro[naphthalene-1,7'-pyrano[4,3-d]pyrimidin]-7-yl)carbamate